2-({6-[(1,3-benzothiazol-2-yl)amino]-4,5-dimethylpyridazin-3-yl}amino)-5-(1-{[1-(3-methoxypropyl)cyclohexyl]methyl}-5-methyl-1H-pyrazol-4-yl)-1,3-thiazole-4-carboxylic acid S1C(=NC2=C1C=CC=C2)NC2=C(C(=C(N=N2)NC=2SC(=C(N2)C(=O)O)C=2C=NN(C2C)CC2(CCCCC2)CCCOC)C)C